OC(C(=O)C1=CSC=C1)C1=CSC=C1 2-hydroxy-1,2-di(thiophene-3-yl)ethanone